C(CCCCCCC)(O)O (3R,6R)-octanediol